OC1(CCNCC1)CN1CCN(CC1)C(=O)OC(C)(C)C tert-butyl 4-((4-hydroxypiperidin-4-yl)methyl)piperazine-1-carboxylate